N-glycidyl-furfuryl-amine C(C1CO1)NCC1=CC=CO1